palladium iron dichloride [Fe](Cl)Cl.[Pd]